m-(trimethylsiloxy)bromobenzene C[Si](OC=1C=C(C=CC1)Br)(C)C